N-{1-[1-(5-cyano-1,3-thiazol-2-yl)-3-methoxy-1H-1,2,4-triazol-5-yl]ethyl}-2-(hydrazinocarbonyl)benzamide C(#N)C1=CN=C(S1)N1N=C(N=C1C(C)NC(C1=C(C=CC=C1)C(=O)NN)=O)OC